1-(3-(4,4-bis(methoxy-methyl)cyclohexyl)-2-((methyl(2-(methylamino)-ethyl)amino)methyl)-6,7-dihydropyrazolo[1,5-a]-pyrazin-5(4H)-yl)-2-cyclobutyl-2-methylpropan-1-one COCC1(CCC(CC1)C=1C(=NN2C1CN(CC2)C(C(C)(C)C2CCC2)=O)CN(CCNC)C)COC